OC1[C@@H](O[C@](C(O1)O)(CO[Si](C(C)C)(C(C)C)C(C)C)CO)N1C(NC(C(=C1)C)=O)=O 1-[(2R,6S)-3,5-dihydroxy-6-(hydroxymethyl)-6-(triisopropylsilyloxymethyl)-1,4-dioxan-2-yl]-5-methyl-pyrimidine-2,4-dione